FOC1CC(CC1)C(=O)N 4-FluorooxyCyclopentane-2-carboxamide